2-[2-(trifluoromethoxy)ethoxy]ethanol FC(OCCOCCO)(F)F